N1C=C(C2=CC=CC=C12)C1N(CC2=CC(=CC=C12)C1=CNC=C1)C(=O)N (1H-indol-3-yl)-5-(1H-pyrrol-3-yl)isoindoline-2-carboxamide